FC1OC=CO1 fluoro(1,3-dioxol)